C1(CCCC1)C1=NOC2=C1N=C(N=C2N2C(COCC2)C)C=2C=C(C=CC2)CO (3-(3-cyclopentyl-7-(3-methylmorpholino)isoxazolo[4,5-d]pyrimidin-5-yl)phenyl)methanol